divinyl-2,2'-bipyridyl C(=C)C1=C(C(=NC=C1)C1=NC=CC=C1)C=C